Ethyl (S)-6-phenyl-5-(((2-((1-((tert-butyloxycarbonyl)amino)propan-2-yl)oxy)-5-fluoropyridin-3-yl)methyl)amino)pyrazolo[1,5-a]pyrimidin-3-carboxylate C1(=CC=CC=C1)C=1C(=NC=2N(C1)N=CC2C(=O)OCC)NCC=2C(=NC=C(C2)F)O[C@H](CNC(=O)OC(C)(C)C)C